methyl 1-[5-(5-chloro-2-methoxypyridin-4-yl)-1H-pyrazole-3-carbonyl]-2,5-dimethyl-piperidine-4-carboxylate ClC=1C(=CC(=NC1)OC)C1=CC(=NN1)C(=O)N1C(CC(C(C1)C)C(=O)OC)C